C(C1=CC=CC=C1)OC1=C(N2C(C3=CC(=NC=C13)C1=CC=CC=C1)=NC=N2)C(=O)OC Methyl 6-(benzyloxy)-9-phenyl-[1,2,4]triazolo[5,1-a][2,6]naphthyridine-5-carboxylate